C(C)(=O)O[C@@H](C(=O)N(C)C1CCC(CC1)N1N=C2C=C(C(=CC2=C1)C(NC1=CN=C2N1N=CC=C2)=O)OC)C (R)-1-(((1r,4R)-4-(5-(Imidazo[1,2-b]pyridazin-3-ylcarbamoyl)-6-methoxy-2H-indazol-2-yl)cyclohexyl)(methyl)amino)-1-oxopropan-2-yl acetate